6-bromo-N-((R)-1-(thiophen-2-yl)ethyl)-2,3,4,9-tetrahydro-1H-carbazol-1-amine BrC=1C=C2C=3CCCC(C3NC2=CC1)N[C@H](C)C=1SC=CC1